Methyl 4-((2-oxo-1,2-dihydroquinolin-3-yl)methyl)benzoate O=C1NC2=CC=CC=C2C=C1CC1=CC=C(C(=O)OC)C=C1